BrC1=C(C=C2C(=NC(NC2=C1I)=O)N1C[C@@H](N([C@@H](C1)C)C(=O)OC(C)(C)C)C)C(F)(F)F tert-butyl (2S,6R)-4-(7-bromo-8-iodo-2-oxo-6-(trifluoromethyl)-1,2-dihydroquinazolin-4-yl)-2,6-dimethylpiperazine-1-carboxylate